C(C)(C)(C)OC(=O)NCC1=C(C=2C=NC=CC2N1C(=O)OC(C)(C)C)F Tert-butyl 2-(((tert-butoxycarbonyl)amino)methyl)-3-fluoro-1H-pyrrolo[3,2-c]pyridine-1-carboxylate